bis(biphenyl-4-yl)-(2'-phenyl-1,1':3',1''-terphenyl-5'-yl)-amine C1(=CC=C(C=C1)N(C=1C=C(C(=C(C1)C1=CC=CC=C1)C1=CC=CC=C1)C1=CC=CC=C1)C1=CC=C(C=C1)C1=CC=CC=C1)C1=CC=CC=C1